C[Si](O[Si](O[Si](C=C)(C)C)(C)C)(C=C)C 1,1,3,3,5,5-hexamethyl-1,5-divinyltrisiloxane